C(C)(C)(C)C1(NC(NC1=O)=O)C=1C=CC(=NC1)C(=O)O 5-(4-tert-butyl-2,5-dioxoimidazolidin-4-yl)pyridine-2-carboxylic acid